3-{4-[4-(4-cyclopropanecarbonyl-piperazin-1-ylmethyl)-benzyloxy]-1-oxo-1,3-dihydro-isoindol-2-yl}-piperidine-2,6-dione C1(CC1)C(=O)N1CCN(CC1)CC1=CC=C(COC2=C3CN(C(C3=CC=C2)=O)C2C(NC(CC2)=O)=O)C=C1